6-(4-acetylpiperazin-1-yl)-4-[(3R)-3-methylmorpholin-4-yl]-1H-pyridin C(C)(=O)N1CCN(CC1)C1=CC(=CCN1)N1[C@@H](COCC1)C